(2S,3S)-2-(trimethylsilyl)ethyl (2S,3S)-3-(4-chloro phenyl)-3-[(1R)-1-(4-chlorophenyl)-7-fluoro-1-methoxy-5-(oxane-4-carbonyl)-3-oxo-2,3-dihydro-1H-isoindol-2-yl]-2-methylpropanoate ClC1=CC=C(C=C1)[C@H]([C@@H](C(=O)OCC[Si](C)(C)C)C)N1[C@@](C2=C(C=C(C=C2C1=O)C(=O)C1CCOCC1)F)(OC)C1=CC=C(C=C1)Cl